tert-butyl 4-(4-(2,6-bis(benzyloxy)pyridin-3-yl)-3-fluorophenyl)piperazine-1-carboxylate C(C1=CC=CC=C1)OC1=NC(=CC=C1C1=C(C=C(C=C1)N1CCN(CC1)C(=O)OC(C)(C)C)F)OCC1=CC=CC=C1